BrC=1C(=CC(=NC1)NC(C(F)(F)F)C1CC1)C(F)F 5-bromo-N-(1-cyclopropyl-2,2,2-trifluoroethyl)-4-(difluoromethyl)pyridin-2-amine